N-(3-(5-(2-((2,2-Dioxido-2-thiaspiro[3.3]heptan-6-yl)amino)pyrimidin-4-yl)-2-(3-methyl-3,8-diazabicyclo[3.2.1]octan-8-yl)thiazol-4-yl)-2-fluorophenyl)-2-oxooxazolidine-3-sulfonamide O=S1(CC2(C1)CC(C2)NC2=NC=CC(=N2)C2=C(N=C(S2)N2C1CN(CC2CC1)C)C=1C(=C(C=CC1)NS(=O)(=O)N1C(OCC1)=O)F)=O